ClC1=CC=C2C(=N1)N(C=N2)C=2N=CN(C2C#N)C 4-{5-chloro-3H-imidazo[4,5-b]pyridin-3-yl}-1-methyl-1H-imidazole-5-carbonitrile